(2,6-Dioxopiperidin-3-yl)-5-((6-(4-morpholinopiperidin-1-yl)-6-oxohexyl)amino)isoindoline-1,3-dione O=C1NC(CCC1N1C(C2=CC=C(C=C2C1=O)NCCCCCC(=O)N1CCC(CC1)N1CCOCC1)=O)=O